methyl 4-[4-(1-ethyl-3-methyl-1H-pyrazol-5-yl)-1H-imidazol-2-yl]-1-methyl-1H-indazole-6-carboxylate C(C)N1N=C(C=C1C=1N=C(NC1)C1=C2C=NN(C2=CC(=C1)C(=O)OC)C)C